NC1=C(C=C(C=N1)C1=CC=C(C(=O)NCCCN2CCOCC2)C=C1)OCC1=C(C=CC=C1)C#N 4-[6-amino-5-(2-cyano-benzyloxy)-pyridin-3-yl]-N-(3-morpholin-4-yl-propyl)-benzamide